C(C=CCCCCCCCCCCCCCCCCCCCC)(=O)O.C(O)C(CC)(CO)CO trimethylolpropane tricosenoate